ClC=1C=C(C=CC1OC)C1(CN(C1)C=1N=C(C2=C(N1)CC[S@]2=O)NC2=CC(=CC=C2)C(C)(C)O)O |r| (R/S)-2-(3-(3-chloro-4-methoxyphenyl)-3-hydroxyazetidin-1-yl)-4-((3-(2-hydroxypropan-2-yl)phenyl)amino)-6,7-dihydrothieno[3,2-d]pyrimidine 5-oxide